BrC1=C(CN2CC=CC3=C2NC2=CC=CC=C32)C=CC=C1 1-(2-bromobenzyl)-9H-pyrido[2,3-b]indole